ethyl (methylamino)glycinate CNNCC(=O)OCC